4-((S)-4-((4-bromophenyl)sulfonyl)-6-(3-(difluoromethoxy)-5-fluorophenyl)-3,4-dihydro-2H-benzo[b][1,4]oxazin-2-yl)bicyclo[2.2.1]heptane-1-carboxylic acid BrC1=CC=C(C=C1)S(=O)(=O)N1C2=C(O[C@H](C1)C13CCC(CC1)(C3)C(=O)O)C=CC(=C2)C2=CC(=CC(=C2)F)OC(F)F